4-methyl-3,5-dihydro-2H-1,4-benzoxazepin CN1CCOC2=C(C1)C=CC=C2